C(C)C=1SC(=C(N1)C1=CC=CC=C1)OC1=CC(=NC=C1)NC1=CC=C(C(=O)N)C=C1 4-((4-((2-Ethyl-4-phenylthiazol-5-yl)oxy)pyridin-2-yl)amino)benzamide